3-(2-aminopropan-2-yl)-N-(2-oxo-2-((4-(3-(pyridin-4-yl)phenyl)thiazol-2-yl)amino)ethyl)benzamide NC(C)(C)C=1C=C(C(=O)NCC(NC=2SC=C(N2)C2=CC(=CC=C2)C2=CC=NC=C2)=O)C=CC1